4-(1H-Benzo[d]imidazol-2-yl)-4-(2-hydroxy-4-methylphenyl)-2-methylisoquinoline-1,3(2H,4H)-dione N1C(=NC2=C1C=CC=C2)C2(C(N(C(C1=CC=CC=C21)=O)C)=O)C2=C(C=C(C=C2)C)O